C(C)(C)(C)OC1CN(C1)C(=O)NCC1=C(C=C(C=C1)C1=NC(=NC=C1)NC=1C=NN(C1)CC)C 3-(tert-butoxy)-N-(4-(2-((1-ethyl-1H-pyrazol-4-yl)amino)pyrimidin-4-yl)-2-methylbenzyl)azetidine-1-carboxamide